2-(2-chloro-5-(trifluoromethyl)phenyl)oxazole ClC1=C(C=C(C=C1)C(F)(F)F)C=1OC=CN1